(R)-N-(1-(5-cyano-3-fluoropyridin-2-yl)ethyl)-2-(6-fluoro-5-methyl-2,4-dioxo-1,4-dihydroquinazolin-3(2H)-yl)acetamide C(#N)C=1C=C(C(=NC1)[C@@H](C)NC(CN1C(NC2=CC=C(C(=C2C1=O)C)F)=O)=O)F